C(C)C1=NC2=CC(=C(C=C2C(=C1C(=O)O)O)OCCCCCCCCCC)OCC.OC1=CC=NC2=CC=CC=C12 4-hydroxyquinoline (ethyl-6-decyloxy-7-ethoxy-4-hydroxyquinoline-3-carboxylate)